NCC1=C(C2=C(N=CO2)C(=C1)C=1C=NC(=CC1)OC(F)(F)F)CO (6-(aminomethyl)-4-(6-(trifluoromethoxy)pyridin-3-yl)benzo[d]oxazol-7-yl)methanol